CN1CCC(CC1)NC1=CC=C(C(=O)NC2=NNC(=C2)C2=NC3=C(N2CC2CCNCC2)C=CC=C3)C=C1 4-((1-methylpiperidin-4-yl)amino)-N-(5-(1-(piperidin-4-ylmethyl)-1H-benzo[d]imidazol-2-yl)-1H-pyrazol-3-yl)benzamide